Cl.FC1=C(C=CC(=C1C(=O)C1=CNC2=NC=C(C=C21)C=2C=NC(=NC2)C2(CC2)N2CCNCC2)F)NS(=O)(=O)N2C[C@@H](CC2)F (3R)-N-[2,4-difluoro-3-[5-[2-(1-piperazin-1-ylcyclopropyl)pyrimidin-5-yl]-1H-pyrrolo[2,3-b]pyridine-3-carbonyl]phenyl]-3-fluoro-pyrrolidine-1-sulfonylamine hydrochloride